ClC1=CC=CC(=N1)C(CNC(=O)C1=NC(=NO1)C1=NC=C(C=C1F)F)(C)C=1C=NN(C1C)C N-[2-(6-chloro-2-pyridyl)-2-(1,5-dimethylpyrazol-4-yl)propyl]-3-(3,5-difluoro-2-pyridyl)-1,2,4-oxadiazole-5-carboxamide